2,3-dihydroxypropyl 2-hydroxybenzoate OC1=C(C(=O)OCC(CO)O)C=CC=C1